O=C1NC=CC=C1C(=O)N 2-oxopyridine-3-carboxamide